ClC1=C(C(=CC(=C1)N1N=C(C(NC1=O)=O)C(F)F)Cl)CC=1C=CC(=C(C1)S(=O)(=O)NC1CSC1)OC 5-[[2,6-dichloro-4-[6-(difluoromethyl)-3,5-dioxo-1,2,4-triazin-2-yl]phenyl]methyl]-2-methoxy-N-(thietan-3-yl)benzenesulfonamide